C(C)N1C(N(C(C2=CC(=CC=C12)C(F)(F)F)=O)C1=CN=CC2=CC=CC=C12)=O 1-ethyl-3-(isoquinolin-4-yl)-6-(trifluoromethyl)quinazoline-2,4(1H,3H)-dione